methyl 3,5-dichloro-6-hydroxy-2-((pyrazolo[1,5-a]pyrimidine-3-carboxamido)methyl)benzofuran-7-carboxylate ClC1=C(OC2=C1C=C(C(=C2C(=O)OC)O)Cl)CNC(=O)C=2C=NN1C2N=CC=C1